BrC1=CC(N(C=C1)C1CC1)=O 4-bromo-1-cyclopropyl-pyridin-2(1H)-one